methyl 2-(2-(chloromethyl) allyl)-4-methylenepyrrolidine-2-carboxylate ClCC(CC1(NCC(C1)=C)C(=O)OC)=C